4-(4-((4-((3-acrylamidophenyl)amino)-5-fluoropyrimidin-2-yl)amino)phenoxy)-N-methylpyridinamide C(C=C)(=O)NC=1C=C(C=CC1)NC1=NC(=NC=C1F)NC1=CC=C(OC2=CC(=NC=C2)C(=O)NC)C=C1